C(C=1C(C(=O)O)=CC=CC1)(=O)O.C(CCC)[Na] monobutyl-sodium phthalate